4-(5-amino-6-methoxy-pyrazolo[1,5-a]pyridin-2-yl)-3-fluoro-2-methyl-butan-2-ol NC1=CC=2N(C=C1OC)N=C(C2)CC(C(C)(O)C)F